N1C=NC(=C1)C1CN(CCC1)C=1C2=C(N=C(N1)OCC1(CC1)CN(C)C)CN(CC2)C2=CC=CC1=CC=CC(=C21)CC 1-(1-(((4-(3-(1H-imidazol-4-yl)piperidin-1-yl)-7-(8-ethylnaphthalen-1-yl)-5,6,7,8-tetrahydropyrido[3,4-d]pyrimidin-2-yl)oxy)methyl)cyclopropyl)-N,N-dimethylmethanamine